CN(C(C=CCNCCOC1=NC=C(C=C1)\C(=C(\CC(F)(F)F)/C1=CC=CC=C1)\C1=CC2=C(NN=C2C=C1)F)=O)C N,N-dimethyl-4-[2-[5-[(Z)-4,4,4-trifluoro-1-(3-fluoro-2H-indazol-5-yl)-2-phenylbut-1-enyl]pyridin-2-yl]oxyethylamino]but-2-enamide